CN1N=C(C(=C1)C)NC1=NN(C2=CC(=CC=C12)C(C)(C)O)C 2-{3-[(1,4-dimethyl-1H-pyrazol-3-yl)amino]-1-methyl-1H-indazol-6-yl}propan-2-ol